CC=1N=CN(C1C1CCN(CC1)NC1=CC=CC=C1)COCC[Si](C)(C)C (4-(4-methyl-1-((2-(trimethylsilyl)ethoxy)methyl)-1H-imidazol-5-yl)piperidin-1-yl)aniline